di-(3-carboxypropionyl) peroxide C(=O)(O)CCC(=O)OOC(CCC(=O)O)=O